(S)-4-(tert-butoxycarbonyl)-1-(2-nitropyridin-3-yl)piperazine-2-carboxylic acid C(C)(C)(C)OC(=O)N1C[C@H](N(CC1)C=1C(=NC=CC1)[N+](=O)[O-])C(=O)O